butyl-4-(2-(bis(benzyloxy)phosphoryl)ethyl)piperidine (2S,5R)-2-(N-glycylcarbamimidoyl)-7-oxo-1,6-diazabicyclo[3.2.1]octan-6-yl-hydrogensulfate NCC(=O)NC(=N)[C@H]1N2C(N([C@H](CC1)C2)OS(=O)(=O)O)=O.C(CCC)N2CCC(CC2)CCP(=O)(OCC2=CC=CC=C2)OCC2=CC=CC=C2